BrC=1C(=NN2C1CO[C@@H](C2)C)C2=NC=C(C=C2)F (R)-3-Bromo-2-(5-fluoropyridin-2-yl)-6-methyl-6,7-dihydro-4H-pyrazolo[5,1-c][1,4]oxazine